ClC=1C(N(N=CC1N1C[C@@H](CC1)OC1=NC=NC(=C1)C=1C(=NN(C1C)CC(C)(C)O)C)CCO)=O (R)-4-chloro-5-(3-((6-(1-(2-hydroxy-2-methylpropyl)-3,5-dimethyl-1H-pyrazol-4-yl)pyrimidin-4-yl)oxy)pyrrolidin-1-yl)-2-(2-hydroxyethyl)pyridazin-3(2H)-one